C(C1=CC=CC=C1)NS(=O)(=O)C1=C(C(=C(C(=C1OC)F)F)F)F N-benzyl-2,3,4,5-tetrafluoro-6-methoxy-benzenesulfonamide